n-Hexadecyl decyl ketone C(CCCCCCCCC)C(=O)CCCCCCCCCCCCCCCC